BrC=1C=CC=C2N=CC(=NC12)C=1C=NN(C1)C1CCN(CC1)C1=CC=C(C=C1)NC1=NC=CC(=N1)NC1=C2CN(C(C2=CC=C1)=O)C1C(NC(CC1)=O)=O 3-(4-((2-((4-(4-(4-(8-bromoquinoxalin-2-yl)-1H-pyrazol-1-yl)piperidin-1-yl)phenyl)amino)pyrimidin-4-yl)amino)-1-oxoisoindolin-2-yl)piperidine-2,6-dione